ClC1=CC(=C(O/C(/C(=O)OC)=C\C(=O)OC)C=C1)OC Dimethyl 2-(4-chloro-2-methoxyphenoxy)fumarate